C(C)(C)(C)OC(=O)NCC1(CCN(CC1)C=1C(=NC(=C(N1)C)C1=C(C(=NC=C1)Cl)Cl)C(=O)OCC)C#N ethyl 3-(4-(((tert-butoxycarbonyl) amino) methyl)-4-cyanopiperidin-1-yl)-6-(2,3-dichloropyridin-4-yl)-5-methylpyrazine-2-carboxylate